NC(C#CC1=CC=C(C=C1)O)C 4-(3-aminobut-1-yn-1-yl)phenol